C(C1=CC=CC=C1)N(C(=O)C1C2C(C=C(C1N(C2=O)C2=CC(=CC(=C2)Cl)Cl)C)C)C N-benzyl-6-(3,5-dichlorophenyl)-N,2,4-trimethyl-7-oxo-6-azabicyclo[3.2.1]oct-3-ene-8-carboxamid